ClC=1N=CC2=C(N1)C=CS2 2-chlorothieno[3,2-d]pyrimidine